6-(1H-imidazol-1-yl)-N-(6-methoxypyridin-3-yl)picolinamide N1(C=NC=C1)C1=CC=CC(=N1)C(=O)NC=1C=NC(=CC1)OC